Methyl-d3 (E)-2-((2S,3S,7aS,12bS)-3-ethyl-7a-hydroxy-8-(methoxy-d3)-1,2,3,4,6,7,7a,12b-octahydroindolo[2,3-a]quinolizin-2-yl)-3-(methoxy-d)acrylate C(C)[C@@H]1CN2CC[C@]3(C([C@@H]2C[C@@H]1/C(/C(=O)OC([2H])([2H])[2H])=C\OC[2H])=NC1=CC=CC(=C13)OC([2H])([2H])[2H])O